NC1=CC(=C(C(=N1)C1=C(C=C2C(=NC(=NC2=C1F)OC[C@H]1N(CCC1)C)N1[C@H](CN(CC1)C(C=C)=O)C)Cl)C(F)(F)F)C 1-[(3S)-4-[7-[6-amino-4-methyl-3-(trifluoromethyl)-2-pyridinyl]-6-chloro-8-fluoro-2-[[(2S)-1-methylpyrrolidin-2-yl]methoxy]quinazolin-4-yl]-3-methyl-piperazin-1-yl]prop-2-en-1-one